7-Bromo-8-fluoro-2-aminoquinazoline BrC1=CC=C2C=NC(=NC2=C1F)N